FC=1C=C(CNC(=O)[C@]2(C(N(CC2)C=2C=C3C=CNC3=CC2)=O)CS(=O)(=O)[O-])C=C(C1)F (R)-3-((3,5-difluorobenzyl) carbamoyl)-1-(1H-indol-5-yl)-2-oxopyrrolidin-3-ylmethanesulfonate